O1N[C@H](CC1)C=1C=C(C=CC1)C=1C(=NOC1C)C (R)-4-(3-(isoxazolidin-3-yl)phenyl)-3,5-dimethylisoxazole